1-(3-(4-chloro-3,5-dimethylphenoxy)propyl)-4-((3-chlorobenzyl)(3-hydroxyphenyl)amino)-1H-pyrrole-2-carboxylic acid ClC1=C(C=C(OCCCN2C(=CC(=C2)N(C2=CC(=CC=C2)O)CC2=CC(=CC=C2)Cl)C(=O)O)C=C1C)C